C(C)NC(=O)NC1=NC=CC(=C1F)CN1CCC(CC1)C=1C(=NC(=CC1)N1N=CC=C1)C 1-ethyl-3-(3-fluoro-4-((4-(2-methyl-6-(1H-pyrazol-1-yl)pyridin-3-yl)piperidin-1-yl)methyl)pyridin-2-yl)urea